FC(C1C(CN(CC1)C([2H])([2H])[2H])(C)C(O)([2H])[2H])F (4-(difluoromethyl)-3-methyl-1-(methyl-d3)piperidin-3-yl)methan-d2-ol